ethyl (2S)-2-(tert-butoxy)-2-(7-(4-chlorophenyl)-5-methyl-2-(1-(tetrahydro-2H-pyran-2-yl)-1H-pyrazolo[4,3-b]pyridin-5-yl)benzo[d]thiazol-6-yl)acetate C(C)(C)(C)O[C@H](C(=O)OCC)C1=C(C2=C(N=C(S2)C2=CC=C3C(=N2)C=NN3C3OCCCC3)C=C1C)C1=CC=C(C=C1)Cl